(4-difluoromethyl-quinolin-2-yl)di-p-tolyl-phosphorus oxide FC(C1=CC(=NC2=CC=CC=C12)P(C1=CC=C(C=C1)C)(C1=CC=C(C=C1)C)=O)F